C(CCC)[Sn](C=1N=CC2=CC=CC=C2C1)(CCCC)CCCC 3-(tributylstannyl)isoquinoline